ClC=1C=C(C=CC1C#N)N1CC2(C[C@@H]1C)CCN(CC2)C=2N=CC(=NC2)C(=O)O (S)-5-(2-(3-chloro-4-cyanophenyl)-3-methyl-2,8-diazaspiro[4.5]dec-8-yl)pyrazine-2-carboxylic acid